tert-butyl (2R)-2-(cyanomethyl)-4-fluoropyrrolidine-1-carboxylate C(#N)C[C@H]1N(CC(C1)F)C(=O)OC(C)(C)C